5-bromo-2-methyl-N-[3-(trifluoromethyl)phenyl]aniline BrC=1C=CC(=C(NC2=CC(=CC=C2)C(F)(F)F)C1)C